methyl (R)-2-(6-(1-aminoethyl)-1-(2,2-difluorobut-3-en-1-yl)-1H-pyrrolo[2,3-b]pyridin-2-yl)-1-cyclopropyl-7-fluoro-1H-benzo[d]imidazole-5-carboxylate N[C@H](C)C1=CC=C2C(=N1)N(C(=C2)C2=NC1=C(N2C2CC2)C(=CC(=C1)C(=O)OC)F)CC(C=C)(F)F